(2-(Cyclopropylamino)-4,5-difluorophenyl)-3,6-dimethylpyridazine-4-carboxamide C1(CC1)NC1=C(C=C(C(=C1)F)F)C=1C(=C(N=NC1C)C)C(=O)N